CC1=C(C(=CC=C1)C)N1C=2N(C3=C(C1=O)C=NC(=N3)NC3=CC=C1C4(CN(CC1=C3)C)CC4)C=CN2 6-(2,6-dimethylphenyl)-2-[(2'-methyl-2',3'-dihydro-1'H-spiro[cyclopropane-1,4'-isoquinolin]-7'-yl)amino]imidazo[1,2-a]pyrimido[5,4-e]pyrimidin-5(6H)-one